6-(chloromethyl)-3-cyclopropylquinoline ClCC=1C=C2C=C(C=NC2=CC1)C1CC1